C(C1=CC=CC=C1)OC=1C=CC2=C(C(=C(S2)C(F)F)C(=O)O)C1 5-(benzyloxy)-2-(difluoromethyl)-1-benzothiophene-3-carboxylic acid